propyl 6-((1r,3r)-3-(5-((2,4-dimethoxybenzyl)amino)-7-methoxy-[1,2,4]triazolo[1,5-c]quinazolin-2-yl)-1-hydroxycyclobutyl)nicotinate COC1=C(CNC2=NC=3C(=CC=CC3C=3N2N=C(N3)C3CC(C3)(O)C3=NC=C(C(=O)OCCC)C=C3)OC)C=CC(=C1)OC